S1C=CC2=C1C=CC(=C2)C=O 1-BENZOTHIOPHENE-5-CARBALDEHYDE